(S)-1-(7-toluenesulfonyl-2-((1-(3,4,5-trimethoxyphenyl)-1H-imidazol-4-yl)amino)-7H-pyrrolo[2,3-d]pyrimidin-4-yl)pyrrolidine-2-carboxamide glyceryl-dotriacontanoate C(C(O)CO)OC(CCCCCCCCCCCCCCCCCCCCCCCCCCCCCCC)=O.C(C1=CC=CC=C1)S(=O)(=O)N1C=CC2=C1N=C(N=C2N2[C@@H](CCC2)C(=O)N)NC=2N=CN(C2)C2=CC(=C(C(=C2)OC)OC)OC